4-(7-fluoroimidazo[1,2-a]pyridin-3-yl)-7-((1-methyl-5-(tetrahydro-2H-pyran-4-yl)-1H-pyrazol-3-yl)amino)isoindolin-1-one FC1=CC=2N(C=C1)C(=CN2)C2=C1CNC(C1=C(C=C2)NC2=NN(C(=C2)C2CCOCC2)C)=O